(S)-3-amino-3-(4-fluoro-2',6'-dimethyl-5-(Trifluoromethyl)-[1,1'-biphenyl]-3-yl)propionate N[C@@H](CC(=O)[O-])C=1C=C(C=C(C1F)C(F)(F)F)C1=C(C=CC=C1C)C